C(\C=C\C(=O)O)(=O)O.FC1=C2C=CN(C2=CC=C1)CCN(C)C 2-(4-fluoro-1H-indol-1-yl)-N,N-dimethylethan-1-amine fumarate salt